C(=O)C=1C=C(C(=O)OC)C=C(C1O)I methyl 3-formyl-4-hydroxy-5-iodobenzoate